CS(=O)(=O)N[C@@H]1[C@@H](NCC1)CC=1C=C(OC2=C(C=CC(=N2)CCC(=O)O)C)C=CC1 3-{6-[3-({(2S,3S)-3-[(Methanesulfonyl)amino]pyrrolidin-2-yl}methyl)phenoxy]-5-methylpyridin-2-yl}propanoic acid